NC1=NC=C(C2=C1C=NN2)NC(C(N2[C@H](CC[C@@H](C2)C)C=2C=CC1=C(N=C(S1)C1CN(C1)C)C2)=O)=O N-(4-amino-1H-pyrazolo[4,3-c]pyridin-7-yl)-2-oxo-2-[(2R,5S)-5-methyl-2-[2-(1-methylazetidin-3-yl)-1,3-benzothiazol-5-yl]-1-piperidyl]acetamide